(R)-N-methyl-7-(1-methyl-1H-pyrazol-5-yl)chroman-4-amine CN[C@@H]1CCOC2=CC(=CC=C12)C1=CC=NN1C